C(C(=C)C)(=O)OC(CCC)[C-]1C=CC=C1.[CH-]1C=CC=C1.[Fe+2] 1-(1-(methacryloyloxy)butyl)-ferrocene